2-(azetidin-3-yl)-4-(3-fluoro-4-methyl-5-nitrophenyl)oxazole tert-butyl-(2R)-2-[[tert-butyl(dimethyl)silyl]oxymethyl]-3-oxo-azetidine-1-carboxylate C(C)(C)(C)OC(=O)N1[C@@H](C(C1)=O)CO[Si](C)(C)C(C)(C)C.N1CC(C1)C=1OC=C(N1)C1=CC(=C(C(=C1)[N+](=O)[O-])C)F